CN1N=C(C=C1N1C(C(=NC(=C1)C1=C2C(=NC=C1)NC=C2)N2[C@@H](COCC2)C)=O)C (R)-1-(1,3-dimethyl-1H-pyrazol-5-yl)-3-(3-methylmorpholinyl)-5-(1H-pyrrolo[2,3-b]pyridin-4-yl)pyrazin-2(1H)-one